OC=1C=C(C=CC1O)[C@@](C(=O)O)(C)OC(=O)C1=CC2=CC(=C(C=C2C(=C1)C1=CC(=C(C=C1)O)O)O)O (2R)-(3,4-dihydroxyphenyl)-2-{[4-(3,4-dihydroxyphenyl)-6,7-dihydroxy-2-naphthoyl]oxy}propanoic acid